4-(1,2-dimethylpiperidin-4-yl)aniline CN1C(CC(CC1)C1=CC=C(N)C=C1)C